9-(4-chloro-2-fluoro-phenyl)-7-[rac-(2R,4S)-2-(1-cyclopropyl-6-keto-3-pyridyl)tetrahydropyran-4-yl]-2,3-dimethyl-pyrimido[1,2-b]pyridazin-4-one ClC1=CC(=C(C=C1)C=1C=2N(N=C(C1)[C@@H]1C[C@@H](OCC1)C1=CN(C(C=C1)=O)C1CC1)C(C(=C(N2)C)C)=O)F |r|